FC=1C=CC(=NC1)OC=1C=C(N)C=CC1C 3-((5-fluoropyridin-2-yl)oxy)-4-methylaniline